C(#N)CC1C(C1)C(=O)N (E)-2-(cyanomethyl)cyclopropane-1-carboxamide